C(C#CC)(=O)N1[C@@H](CCCC1)C1=NC(=C2N1C(=CN=C2)C)C2=CC=C(C(=O)NC1=NC=CC=C1)C=C2 (S)-4-(3-(1-(but-2-ynoyl)piperidin-2-yl)-5-methylimidazo[1,5-a]pyrazin-1-yl)-N-(pyridin-2-yl)benzamide